1-(4-(3-(1-Methyl-1H-indazol-6-yl)-1,4-dihydrothieno[2',3':4,5]cyclopenta[1,2-c]pyrazol-6-yl)benzyl)pyrrolidin-2-one CN1N=CC2=CC=C(C=C12)C=1C2=C(NN1)C1=C(C2)SC(=C1)C1=CC=C(CN2C(CCC2)=O)C=C1